O=C1N(CC2=CC(=CC=C12)CN1CCN(CC1)CC1=CC(=CC=C1)C=1SC=CC1)C1C(NC(CC1)=O)=O 3-(1-oxo-5-((4-(3-(thiophen-2-yl)benzyl)piperazin-1-yl)methyl)isoindolin-2-yl)piperidine-2,6-dione